CN1N=CC=2CNC3=C(S(C21)=O)C=CC=C3 1-Methyl-4,5-dihydro-1H-benzo[b]pyrazolo[4,3-f][1,4]thiazepine 10-oxide